ClC=1C=C2C(=NC=NC2=CC1C1=C(C(=CC=C1O)F)F)N1CCN(CC1)C(C=C)=O 1-(4-(6-chloro-7-(2,3-difluoro-6-hydroxy-phenyl)quinazolin-4-yl)piperazin-1-yl)prop-2-en-1-one